6-(4-((1H-indazol-5-yl)amino)pyrimidin-2-yl)-N-(pyrazin-2-yl)-1H-indole-2-carboxamide N1N=CC2=CC(=CC=C12)NC1=NC(=NC=C1)C1=CC=C2C=C(NC2=C1)C(=O)NC1=NC=CN=C1